(1R,3aR,6aS)-N-((R)-4-hydroxy-3-oxo-1-((R)-2-oxopyrrolidin-3-yl)butan-2-yl)-2-(4-methoxy-1H-indole-2-carbonyl)octahydrocyclopenta[c]pyrrole-1-carboxamide OCC([C@@H](C[C@@H]1C(NCC1)=O)NC(=O)[C@@H]1N(C[C@H]2[C@@H]1CCC2)C(=O)C=2NC1=CC=CC(=C1C2)OC)=O